6-chloro-2-methylpyrimidin ClC1=CC=NC(=N1)C